imidazol-acetamide N1C(=NC=C1)CC(=O)N